O=C1NC(CCC1N1C(OC2=C1C=CC=C2CCCN2C[C@H](OCC2)CNC(OC(C)(C)C)=O)=O)=O Tert-butyl N-[[(2R)-4-[3-[3-(2,6-dioxo-3-piperidyl)-2-oxo-1,3-benzoxazol-7-yl]propyl] morpholin-2-yl]methyl]carbamate